(R,E)-2-Fluoro-N-(7-methoxy-4-((2-methoxy-5-methyl-4-((1-methyl-2-oxo-1,2-dihydropyridin-4-yl)oxy)phenyl)amino)quinazolin-6-yl)-3-(1-methylpyrrolidin-2-yl)acrylamide F\C(\C(=O)NC=1C=C2C(=NC=NC2=CC1OC)NC1=C(C=C(C(=C1)C)OC1=CC(N(C=C1)C)=O)OC)=C\[C@@H]1N(CCC1)C